N5-(2-((5-(1-(3,5-difluorophenyl)-3-(3,3-dimethylmorpholine-4-carbonyl)-7-methoxy-1,4-dihydrochromeno[4,3-c]pyrazol-8-yl)pyridin-3-yl)amino)-2-oxoethyl)-D-glutamine FC=1C=C(C=C(C1)F)N1N=C(C2=C1C=1C=C(C(=CC1OC2)OC)C=2C=C(C=NC2)NC(CNC(CC[C@@H](N)C(=O)O)=O)=O)C(=O)N2C(COCC2)(C)C